BrC1=C2C(=NC=C1)NC(=N2)C=2C=NN(C2)C2CCOCC2 7-Bromo-2-[1-(tetrahydro-pyran-4-yl)-1H-pyrazol-4-yl]-3H-imidazo[4,5-b]pyridine